2,6-Dichloro-8-methyl-9-phenyl-9H-purine ClC1=NC(=C2N=C(N(C2=N1)C1=CC=CC=C1)C)Cl